ClC=1C=C2C(N(C(=NC2=CC1Cl)[C@H]1CN(CCC1)CCOC(C)C)C)=O (R)-6,7-dichloro-2-(1-(2-isopropoxyethyl)piperidin-3-yl)-3-methylquinazolin-4(3H)-one